ethyl (S)-3-(4-((2-(4-(benzofuran-2-yl)phenyl)-1-(5-(3-methylbenzofuran-2-yl)-1,3,4-oxadiazol-2-yl)ethyl)amino)benzamido)propanoate O1C(=CC2=C1C=CC=C2)C2=CC=C(C=C2)C[C@@H](C=2OC(=NN2)C=2OC1=C(C2C)C=CC=C1)NC1=CC=C(C(=O)NCCC(=O)OCC)C=C1